BrC1=NC=C(C(=C1)N)C 2-bromo-5-methylpyridin-4-amine